L-alanine hydrogensulfate S(=O)(=O)(O)O.N[C@@H](C)C(=O)O